ClC1=C(C=C(C(=C1)F)N1N=NN(C1=O)CCCF)NS(=O)(=O)CC N-[2-chloro-4-fluoro-5-[4-(3-fluoropropyl)-4,5-dihydro-5-oxo-1H-tetrazol-1-yl]-phenyl]ethanesulfonamide